(S,Z)-1-(4-(1-Bromo-2-(2-methyl-[1,1'-biphenyl]-3-yl)vinyl)-2-methoxy-5-Trifluoromethylbenzyl)piperidine-2-carboxylic acid Br\C(=C/C=1C(=C(C=CC1)C1=CC=CC=C1)C)\C1=CC(=C(CN2[C@@H](CCCC2)C(=O)O)C=C1C(F)(F)F)OC